NC1=C2C(=NC=N1)N(N=C2C)C(C)C2=C(C(=C(C#N)C(=C2)C)C2CN(C2)CC(C)(C)O)OC 4-[1-(4-amino-3-methyl-1H-pyrazolo[3,4-d]pyrimidin-1-yl)ethyl]-2-[1-(2-hydroxy-2-methylpropyl)azetidin-3-yl]-3-methoxy-6-methylbenzonitrile